2-(2-fluorobenzyl)-6-(thiophen-2-yl)pyridazin-3(2H)-one FC1=C(CN2N=C(C=CC2=O)C=2SC=CC2)C=CC=C1